3-[5-(1,3-Benzodioxol-4-ylmethoxy)-2-fluoro-4-methoxyphenyl]-2,4-dioxa-1H-thieno[3,4-d]pyrimidine-5-carboxylic acid O1COC2=C1C=CC=C2COC=2C(=CC(=C(C2)N2ONC=1C(O2)=C(SC1)C(=O)O)F)OC